C1C2=C(C=CN1)C(=CC=C2)OC=2C=C(C#N)C=CC2 3-((1H-benzo[d]pyridine-5-yl)oxy)benzonitrile